CC1(C2=CC=CC=C2C=2C=CC(=CC12)C1=CC=C(C=C1C1=CC=CC=C1)N)C 6-(9,9-dimethyl-9H-fluoren-2-yl)biphenyl-3-amine